tert-butyl N-(2-nitro-4-pyrimidin-5-yl-phenyl)carbamate [N+](=O)([O-])C1=C(C=CC(=C1)C=1C=NC=NC1)NC(OC(C)(C)C)=O